BrC=1C=C2C(=C(N(C2=CC1)CC)C=1C=C(C=NC1[C@H](C)OC)N1CCN(CC1)C(=O)OCC1=CC=CC=C1)CC(CO)(C)C benzyl 4-[5-[5-bromo-1-ethyl-3-(3-hydroxy-2,2-dimethyl-propyl)indol-2-yl]-6-[(1S)-1-methoxyethyl]-3-pyridyl]piperazine-1-carboxylate